ClC=1C(=CC2=C(OC(O2)(F)F)C1)C=1N=CC(=NC1)N 5-(6-chloro-2,2-difluorobenzo[d][1,3]dioxol-5-yl)pyrazin-2-amine